O=C(C(=O)N)N1[C@H](CC[C@@H](C1)C)C1=CC=C(C=C1)CN(C)C 2-oxo-2-[(2R,5S)-2-[4-[(dimethylamino)methyl]phenyl]-5-methyl-1-piperidyl]acetamide